4-((6-chloroquinoxalin-2-yl)oxy)benzoic acid ClC=1C=C2N=CC(=NC2=CC1)OC1=CC=C(C(=O)O)C=C1